C(C)P(C1=CC=CC=C1)C(C1=C(C=C(C=C1C)C)C)=O ethyl-2,4,6-trimethylbenzoylphenylphosphine